2-(methylsulfonyl)-8-(pyrrolidin-1-yl)pyrido[3,4-d]pyrimidine CS(=O)(=O)C=1N=CC2=C(N1)C(=NC=C2)N2CCCC2